C(C)N1C(NC2=CC(=CC=3C2=C1N=CN3)CN3CCN(CC3)C=3C=CC(=NC3C)C(=O)NC3CC(C3)O)=O 5-(4-((3-ethyl-2-oxo-2,3-dihydro-1H-pyrimido[4,5,6-de]quinazolin-8-yl)methyl)piperazin-1-yl)-N-((1r,3r)-3-hydroxycyclobutyl)-6-methylpicolinamide